COC1=CC(=NC=C1C(NC)=O)NC1=CC=C(C=N1)C(=O)OC Methyl 6-{[4-methoxy-5-(methylcarbamoyl)pyridin-2-yl]amino}pyridine-3-carboxylate